C(CCCCCCCCCCCCCCC)(=O)CCN([C@@H](C(C)C)C(=O)O)C(=O)OC(C)(C)C 2-Palmitoylethyl-(t-butoxycarbonyl)-L-valine